tert-butyl 2-{5-[4-fluoro-2-(methoxycarbonyl) phenoxy] pyrimidin-4-yl}-2,7-diazaspiro[3.5]nonane-7-carboxylate FC1=CC(=C(OC=2C(=NC=NC2)N2CC3(C2)CCN(CC3)C(=O)OC(C)(C)C)C=C1)C(=O)OC